FC1=C(NC=C1)C(=O)OCC ethyl 3-fluoro-1H-pyrrole-2-carboxylate